1-(5,7-difluoro-6-quinolinyl)ethylamine FC1=C2C=CC=NC2=CC(=C1C(C)N)F